(S)-10-amino-9-(2-bromoethoxy)-4-ethyl-8-fluoro-4-hydroxy-11-methyl-1H-pyrano[3',4':6,7]indolizino[1,2-b]quinoline-3,14(4H,12H)-dione NC=1C=2C(=C3C(=NC2C=C(C1OCCBr)F)C1=CC2=C(C(N1C3)=O)COC([C@]2(O)CC)=O)C